(1-Benzylpiperidin-4-yl)pyrrolidine-2,5-dione C(C1=CC=CC=C1)N1CCC(CC1)N1C(CCC1=O)=O